N1C(C2=CC(NC=3C=CC=C1C23)=O)=O Pyrrolo[4,3,2-de]quinoline-2,4(1H,5H)-dione